(4-amino-5,7-dimethylpyrido[2,3-d]pyrimidin-2-ylamino)-4-hydroxypyrrolidine-1-carboxylate NC=1C2=C(N=C(N1)NC1N(CC(C1)O)C(=O)[O-])N=C(C=C2C)C